CS(=O)(=O)[O-].C(CCCC)[NH+]1C(CCC1)CC 1-Pentyl-2-ethylpyrrolidinium methansulfonat